triethylene glycol e-2-propylheptyl ether-sulfuric acid salt S(O)(O)(=O)=O.C(CC)C(COCCOCCOCCO)CCCCC